N-(2-(4-((1R,4R)-2-oxa-5-azabicyclo[2.2.1]heptan-5-yl)piperidin-1-yl)-5-((6-((R)-3-(3,5-difluorophenyl)isooxazolidin-2-yl)pyrimidin-4-yl)amino)-6-methoxypyridin-3-yl)acrylamide [C@H]12OC[C@H](N(C1)C1CCN(CC1)C1=NC(=C(C=C1NC(C=C)=O)NC1=NC=NC(=C1)N1OCC[C@@H]1C1=CC(=CC(=C1)F)F)OC)C2